[Si](C)(C)(C(C)(C)C)O[C@H]1C[C@@H](N(C1)C1=CC=C2C(=CC(=NC2=C1)[C@H]1[C@@H](C1)C1=NC=CC(=N1)C)OC)C=1N=C2N(C=C(C=C2)C2CC2)C1 |&1:23,24| 7-((2R,4S)-4-((tert-butyldimethylsilyl)oxy)-2-(6-cyclopropylimidazo[1,2-a]pyridin-2-yl)pyrrolidin-1-yl)-4-methoxy-2-((1RS,2RS)-2-(4-methylpyrimidin-2-yl)cyclopropyl)quinoline